N-((3-(3,5-Difluorophenyl)azetidin-3-yl)methyl)-2,5-bis(trifluoromethyl)pyrazolo[1,5-a]pyrimidin-7-amine FC=1C=C(C=C(C1)F)C1(CNC1)CNC1=CC(=NC=2N1N=C(C2)C(F)(F)F)C(F)(F)F